ClC1=CC=C(OC2(CN(CC2)C(=O)OC(C)(C)C)C)C=C1 tert-butyl 3-(4-chlorophenoxy)-3-methylpyrrolidine-1-carboxylate